CC1=C(C=CC=C1OCCCN1C[C@@H](CC1)O)C1=C(C(=CC=C1)OCCCNCC=1C=NC=CC1)C (R)-1-(3-((2,2'-dimethyl-3'-(3-((pyridin-3-ylmethyl)amino)propoxy)-[1,1'-biphenyl]-3-yl)oxy)propyl)pyrrolidin-3-ol